ethylene bis(fluoro) carbonate C(OF)(OF)=O.C=C